CCCCCCCCCCCCCCCCCCCC(=O)NCCS(=O)(=O)[O-] The molecule is a fatty acid-taurine conjugate obtained by deprotonation of the sulfonate group of N-icosanoyltaurine; major species at pH 7.3. It is a conjugate base of a N-icosanoyltaurine.